(4-methoxyphenyl)(8-phenyl-1,3,4,5-tetrahydro-2H-pyrido[4,3-b]indol-2-yl)methanone COC1=CC=C(C=C1)C(=O)N1CC2=C(NC=3C=CC(=CC23)C2=CC=CC=C2)CC1